S(=O)(=O)(OCCCCCCCCCCCC)[O-].[Tm+3].C(CCCCCCCCCCC)OS(=O)(=O)[O-].C(CCCCCCCCCCC)OS(=O)(=O)[O-] Thulium Dodecyl Sulfate